4-oxa-7-azabicyclo[3.2.0]heptane C12CCOC2CN1